benzyl (imino(4-(((S)-2-((2R,4S)-4-phenylpiperidine-2-carboxamido)propanamido)methyl)phenyl)methyl)carbamate ditrifluoroacetate salt FC(C(=O)O)(F)F.FC(C(=O)O)(F)F.N=C(C1=CC=C(C=C1)CNC([C@H](C)NC(=O)[C@@H]1NCC[C@@H](C1)C1=CC=CC=C1)=O)NC(OCC1=CC=CC=C1)=O